ethyl (E)-4-{[3-(3-chloro-10,11-dihydro-5H-dibenzo[b,f]azepin-5-yl)-3-oxo-propyl]amino}but-2-enoate maleate C(\C=C/C(=O)O)(=O)O.ClC=1C=CC2=C(N(C3=C(CC2)C=CC=C3)C(CCNC/C=C/C(=O)OCC)=O)C1